CSC(=C1CC(CCC1=O)(C(=O)OCC1=CC=CC=C1)C)SC benzyl 3-[bis(methylsulfanyl)methylene]-1-methyl-4-oxo-cyclohexanecarboxylate